benzyl 4,4-difluoro-2-phenyl-piperidine-1-carboxylate FC1(CC(N(CC1)C(=O)OCC1=CC=CC=C1)C1=CC=CC=C1)F